Methyl 1-(2-fluorophenyl)-5-[3-(oxetan-3-ylmethoxy)phenyl]-1H-pyrazole-3-carboxylate FC1=C(C=CC=C1)N1N=C(C=C1C1=CC(=CC=C1)OCC1COC1)C(=O)OC